dibutyl-4-cyclohexene-1,2-dicarboxylic acid C(CCC)C1=C(CC(C(C1)C(=O)O)C(=O)O)CCCC